phosphorus Vanillin O=CC1=CC(OC)=C(O)C=C1.[P]